ClC1=CC(=C(CNC(=O)C=2SC(=CC2)S(NC)(=O)=O)C=C1)O N-(4-chloro-2-hydroxybenzyl)-5-(N-methylsulfamoyl)thiophene-2-carboxamide